(1R)-4,7-dichloro-6-fluoro-1-(2-isopropyl-4-methylpyridin-3-yl)pyrido[2,3-d]pyrimidin-2(1H)-one ClC=1C2=C(N(C(N1)=O)C=1C(=NC=CC1C)C(C)C)N=C(C(=C2)F)Cl